FC1=C(C(=CC(=C1)C#CC1=CC=CC=C1)F)N1C(N2[C@@](CC1=O)(C(N(CC2)CC2=CC=C(C=C2)F)=O)C)=O (9aS)-7-[2,6-difluoro-4-(2-phenylethynyl)phenyl]-2-[(4-fluorophenyl)methyl]-9a-methyl-4,9-dihydro-3H-pyrazino[1,2-c]pyrimidine-1,6,8-trione